C1(CCCCC1)C=1C(=C(C=CC1)C1=C(C=CC=C1OC(C)C)OC(C)C)C1CCCCC1 dicyclohexyl-(2',6'-diisopropyloxy-[1,1'-biphenyl])